O1C(=NN=C1)C=1N=C2N(C=3N=C(C=C(C3C=C2)C(F)(F)F)C=O)C1 8-(1,3,4-oxadiazol-2-yl)-4-(trifluoromethyl)imidazo[1,2-a][1,8]naphthyridine-2-carbaldehyde